3-(3-methyl-2-oxo-5-(4-(piperidin-4-yl)butyl)-2,3-dihydro-1H-benzo[d]imidazol-1-yl)piperidine-2,6-dione CN1C(N(C2=C1C=C(C=C2)CCCCC2CCNCC2)C2C(NC(CC2)=O)=O)=O